r-3-(2-chlorothiazol-5-yl)-8-methyl-7-oxo-6-phenyl-2,3-dihydrothiazolo[3,2-a]Pyrimidine ClC=1SC(=CN1)[C@H]1CSC2N1C=C(C(N2C)=O)C2=CC=CC=C2